N,N'-bis(2,2,6,6-tetramethyl-4-piperidinyl)-1,3-benzenedicarboxamide CC1(NC(CC(C1)NC(=O)C1=CC(=CC=C1)C(=O)NC1CC(NC(C1)(C)C)(C)C)(C)C)C